FC(OC1=CC=C(C=C1)C=CC(C=CC1=CC=C(C=C1)O)=O)(F)F 1-(4-trifluoromethoxyphenyl)-5-(4-hydroxyphenyl)-1,4-pentadien-3-one